C1(=CC=CC=C1)C(C#N)=CCC PHENYL-2-PENTENENITRILE